4-chloro-6-[(1S)-1-[(2S)-1-methylpyrrolidin-2-yl]ethoxy]-2-[5-(2-phenylpropan-2-yl)-1,3-oxazol-2-yl]pyrimidine ClC1=NC(=NC(=C1)O[C@@H](C)[C@H]1N(CCC1)C)C=1OC(=CN1)C(C)(C)C1=CC=CC=C1